FC=1C=CC(=C(C#N)C1)OC(F)(F)F 5-fluoro-2-(trifluoromethoxy)benzonitrile